6-((2-((3R,4R)-3-Amino-4-fluoropiperidin-1-yl)-6-chloro-1H-imidazo[4,5-b]pyridin-1-yl)methyl)nicotinonitril N[C@@H]1CN(CC[C@H]1F)C=1N(C=2C(=NC=C(C2)Cl)N1)CC1=NC=C(C#N)C=C1